(6-((2-((4-(2-(dimethylamino)ethoxy)-2-methoxy-5-(1-methyl-1H-pyrazol-4-yl)phenyl)amino)-7H-pyrrolo[2,3-d]pyrimidin-4-yl)amino)quinoxalin-5-yl)dimethylphosphine oxide CN(CCOC1=CC(=C(C=C1C=1C=NN(C1)C)NC=1N=C(C2=C(N1)NC=C2)NC=2C(=C1N=CC=NC1=CC2)P(C)(C)=O)OC)C